ClC1=C(C=CC=C1)C1=NN=CO1 5-(2-chlorophenyl)-1,3,4-oxadiazole